(R)-3-methoxy-N-methyl-4-((3-(8-((6-oxopiperidin-3-yl)amino)-3-((trifluoromethyl)thio)imidazo[1,2-a]pyridin-2-yl)prop-2-yn-1-yl)amino)benzamide COC=1C=C(C(=O)NC)C=CC1NCC#CC=1N=C2N(C=CC=C2N[C@H]2CNC(CC2)=O)C1SC(F)(F)F